2-trifluoromethoxyaniline FC(OC1=C(N)C=CC=C1)(F)F